CN1CCN(CC1)CCC[Si](OC)(C)C 3-(4-methylpiperazino)propyldimethylmethoxysilane